(E)-N-(2-(4,4-difluoropiperidin-1-yl)ethyl)-6,7-difluoro-2,3,4,9-tetrahydro-1H-carbazole-1-imine FC1(CCN(CC1)CC/N=C/1\CCCC=2C3=CC(=C(C=C3NC12)F)F)F